2-Chloro-N-((4-(hydroxymethyl)-7-(4-(trifluoromethoxy)phenyl)-2,3-dihydrobenzofuran-5-yl)methyl)acetamide ClCC(=O)NCC=1C=C(C2=C(CCO2)C1CO)C1=CC=C(C=C1)OC(F)(F)F